N1CC(CCC1)OC1=NC=2N(C(=N1)NCC1=C(C=CC=C1)N1N=CC=C1)N=CC2C(C)C 2-piperidin-3-yloxy-8-propan-2-yl-N-[(2-pyrazol-1-ylphenyl)methyl]pyrazolo[1,5-a][1,3,5]triazin-4-amine